3,7-bis(trifluoromethyl)-1H-indole FC(C1=CNC2=C(C=CC=C12)C(F)(F)F)(F)F